C1=CC=C2C(C=CC2=C1)C(=O)O indenecarboxylic acid